ClC=1C2=C(N=C(N1)CN(C)C)SC(=C2)C 1-(4-chloro-6-methylthieno[2,3-d]pyrimidin-2-yl)-N,N-dimethylmethanamine